4-fluoro-4-methoxy-pyrimidine FC1(NC=NC=C1)OC